Tert-butyl N-(cyclopropylmethyl)-N-[4-[4-[[3-(difluoromethyl)-1-(4-formyl cyclohexyl)pyrazol-4-yl]carbamoyl]oxazol-2-yl]-2-pyridyl]carbamate C1(CC1)CN(C(OC(C)(C)C)=O)C1=NC=CC(=C1)C=1OC=C(N1)C(NC=1C(=NN(C1)C1CCC(CC1)C=O)C(F)F)=O